CC(C)COC(=O)C1=CC=CC(=N1)C(=O)OCCC2=CC=CC=C2 The molecule is a member of the class of pyridines that is pyridine substituted by a (2-methylpropoxy)carbonyl and a (2-phenylethoxy)carbonyl group at positions 2 and 6 respectively. It has a role as a metabolite. It is a member of pyridines, a diester and a member of dicarboxylic acids and O-substituted derivatives.